C1(=CC=CC=C1)[S+](C1=CC=CC=C1)C1=CC=CC=C1.C(=C)C1=CC=C(C=C1)S(=O)(=O)[O-] 4-(vinyl)benzenesulfonic acid triphenylsulfonium salt